(butyl(isobutoxycarbonyl)amino)-5-methylhexanoate C(CCC)N(C(=O)OCC(C)C)C(C(=O)[O-])CCC(C)C